N-[6-ethoxy-2-(4-formylcyclohexyl)indazol-5-yl]-6-(trifluoromethyl)pyridine-2-carboxamide C(C)OC=1C(=CC2=CN(N=C2C1)C1CCC(CC1)C=O)NC(=O)C1=NC(=CC=C1)C(F)(F)F